C(C)(=O)OCC=CCCCCCCCCCC=CCCCC 2,13-octadecadien-1-yl acetate